[Na].C1(=CC=C(C=C1)N)N.[Na] sodium p-phenylenediamine sodium